1-(4-(6-fluoroquinolin-4-yl)cyclohexyl)ethane-1-ol FC=1C=C2C(=CC=NC2=CC1)C1CCC(CC1)C(C)O